(5-(3-bromophenyl)-3-(trifluoromethyl)cyclopent-1,3-dien-1-yl)methylamine BrC=1C=C(C=CC1)C1C=C(C=C1CN)C(F)(F)F